ethyl 2,3-dideoxy-2,3-di-azido-β-D-mannopyranoside N(=[N+]=[N-])[C@@H]1[C@H](OCC)O[C@@H]([C@H]([C@@H]1N=[N+]=[N-])O)CO